4-((4-fluoro-2-methyl-1H-indol-5-yl) oxy)-7-methoxyquinolin-6-yl (R)-3-methylmorpholine-4-carboxylate C[C@H]1N(CCOC1)C(=O)OC=1C=C2C(=CC=NC2=CC1OC)OC=1C(=C2C=C(NC2=CC1)C)F